6,7-dihydroxy-8-isopropyl-1,1-dimethyl-1,10-dihydro-2H-dibenzo[a,d][7]annulen-2-one OC1=C(C(=CC2=C1C=C1C(=CC2)C(C(C=C1)=O)(C)C)C(C)C)O